N1(CCCCC1)C1CCN(CC1)C(=O)OC1=CC=2C(=C3C(=NC2C=C1)C1=CC2=C(C(N1C3)=O)COC([C@]2(O)CC)=O)CC (S)-4,11-diethyl-3,4,12,14-tetrahydro-4-hydroxy-3,14-dioxo-1H-pyrano[3',4':6,7]-indolizino[1,2-b]quinolin-9-yl [1,4'-bipiperidine]-1'-carboxylate